N1=CC(=CC=C1)C=1OC2=C(N1)C=C(C=C2)O 2-(pyridin-3-yl)-1,3-benzoxazol-5-ol